C(#N)[C@H](CC=1NC2=CC(=CC=C2C1)C=1C=CC2=C(N(C(O2)=O)C)C1)NC(=O)[C@H]1OC[C@@H](CCNC1)OC (2S,7R)-N-((S)-1-cyano-2-(6-(3-methyl-2-oxo-2,3-dihydrobenzo[d]oxazol-5-yl)-1H-indol-2-yl)ethyl)-7-methoxy-1,4-oxazocane-2-carboxamide